C1(=CC=CC=C1)NC1=C(C=O)C=CC=C1 2-((N-phenyl)amino)benzaldehyde